4-[4-(4-piperidinyloxy)cyclohexyloxy]piperidine N1CCC(CC1)OC1CCC(CC1)OC1CCNCC1